NC1(CC1)CC1=C(C=2N=NN=C(C2S1)NCC1=CC=NC=C1)Br 6-((1-aminocyclopropyl)methyl)-7-bromo-N-(pyridin-4-ylmethyl)thieno[3,2-d][1,2,3]triazin-4-amine